N-(3-chloro-4-methoxyphenyl)-2-(5-(difluoromethyl)-N-methyl-1H-indazole-7-sulfonamido)acetamide ClC=1C=C(C=CC1OC)NC(CN(S(=O)(=O)C=1C=C(C=C2C=NNC12)C(F)F)C)=O